2-(methylthio)-3-nitro-1H-pyrrole CSC=1NC=CC1[N+](=O)[O-]